CC(C)N1C=NC2=C1C=CC=C2 (propan-2-yl)-1H-1,3-benzodiazole